(S)-2,3-bis(4-fluoro-1-hydroxy-1,3-dihydrobenzo[c][1,2]oxaborole-6-carboxamido)-propionic acid FC1=CC(=CC=2B(OCC21)O)C(=O)N[C@H](C(=O)O)CNC(=O)C=2C=C(C1=C(B(OC1)O)C2)F